3-[[2,4-difluoro-5-[5-fluoro-2-(hydroxymethyl)phenyl]phenyl]sulfamoyl]-5-(3,6-dihydro-2H-pyran-4-yl)-4-methoxy-benzoic acid FC1=C(C=C(C(=C1)F)C1=C(C=CC(=C1)F)CO)NS(=O)(=O)C=1C=C(C(=O)O)C=C(C1OC)C=1CCOCC1